6-chloro-7-(3,5-dimethyl-isoxazol-4-yl)-3,4-dihydro-2H-benzo[b][1,4]Oxazine-2-carboxylic acid ClC1=CC2=C(OC(CN2)C(=O)O)C=C1C=1C(=NOC1C)C